C(#N)C1(CCN(CC1)C(=O)OC(C)(C)C)CC1=CC=C(C=C1)OC tert-butyl 4-cyano-4-(4-methoxybenzyl)piperidine-1-carboxylate